3,6-dichloro-N-cyclopropylpyridazin-4-amine ClC=1N=NC(=CC1NC1CC1)Cl